1H-pyridin N1CC=CC=C1